5-(2-ethoxy-3-pyridinyl)-1-isopropyl-N-[(6-methoxy-3-pyridinyl)methyl]-3-methyl-pyrazolo[4,3-b]pyridin-7-amine C(C)OC1=NC=CC=C1C1=CC(=C2C(=N1)C(=NN2C(C)C)C)NCC=2C=NC(=CC2)OC